1-Pentyl-2-butylpiperidinium methansulfonat CS(=O)(=O)[O-].C(CCCC)[NH+]1C(CCCC1)CCCC